N1=CN=CC(=C1)NC(C1=CC=CC=C1)=O N-(pyrimidin-5-yl)benzamide